ClC=1C(=C(C=CC1Cl)NC1=NC=NC2=CC(=C(C=C12)OC1CCN(CC1)C(CNC1=C2C(N(C(C2=CC=C1)=O)C1C(NC(CC1)=O)=O)=O)=O)OC)F 4-((2-(4-((4-((3,4-dichloro-2-fluorophenyl)amino)-7-methoxyquinazolin-6-yl)oxy)piperidin-1-yl)-2-oxoethyl)amino)-2-(2,6-dioxopiperidin-3-yl)isoindoline-1,3-dione